2-[4-[2-[3-[4-amino-1-(1-bicyclo[1.1.1]pentanyl)pyrazolo[3,4-d]pyrimidin-3-yl]-5-cyclopropyl-isoxazol-4-yl]pyrimidin-5-yl]piperidine-1-carbonyl]oxyacetic acid hydrochloride Cl.NC1=C2C(=NC=N1)N(N=C2C2=NOC(=C2C2=NC=C(C=N2)C2CCN(CC2)C(=O)OCC(=O)O)C2CC2)C21CC(C2)C1